3-hydroxy-octadecan-4-yl octanoate C(CCCCCCC)(=O)OC(C(CC)O)CCCCCCCCCCCCCC